(3-((3-aminopropyl)sulfonylamino)-4-hydroxyphenyl)-4'-(trifluoromethyl)-[1,1'-biphenyl]-4-carboxamide NCCCS(=O)(=O)NC=1C=C(C=CC1O)C1=C(C=CC(=C1)C(=O)N)C1=CC=C(C=C1)C(F)(F)F